1-[(3-cyanophenyl)amino]-N-[3-(4,5-dihydro-3H-imidazol-2-yl)phenyl]methanamide C(#N)C=1C=C(C=CC1)NC(=O)NC1=CC(=CC=C1)C1=NCCN1